OB1OC=2C(=C3C(=NC2)NC=C3)C(=C1)[C@H]1C[C@H](C1)NS(=O)(=O)CCCC N-(cis-3-(7-hydroxy-3,7-dihydro-[1,2]oxaborinino[5,6-d]pyrrolo[2,3-b]pyridin-9-yl)cyclobutyl)butane-1-sulfonamide